NC1=C(C2=C(N=C(N=C2)C)N1C1=C(C=CC2=C1C=NS2)C)C#N 6-amino-2-methyl-7-(5-methyl-1,2-benzothiazol-4-yl)pyrrolo[2,3-d]pyrimidine-5-carbonitrile